FC(C)(F)C=1C=CC(=NC1)C12CCC(CC1)(CC2)CN(C(OC(C(F)(F)F)(C)C)=O)C2=NC=CC(=C2)C2=NC=C(C=N2)C(C)(C)O 1,1,1-trifluoro-2-methylpropan-2-yl ((4-(5-(1,1-difluoroethyl)pyridin-2-yl)bicyclo[2.2.2]octan-1-yl)methyl)(4-(5-(2-hydroxypropan-2-yl) pyrimidin-2-yl)pyridin-2-yl)carbamate